C(C=1C(O)=CC=CC1)=NCCN N'-salicylidene-ethylenediamine